8-(5-(trifluoromethyl)pyrimidin-2-yl)-2,8-Diazaspiro[4.5]decane-2-carboxylic acid tert-butyl ester C(C)(C)(C)OC(=O)N1CC2(CC1)CCN(CC2)C2=NC=C(C=N2)C(F)(F)F